3-Fluoroazetidin-1-amine FC1CN(C1)N